C(#N)C=1C=NN2C1C(=CC(=C2)OC[C@@H](CNC(OC(C)(C)C)=O)O)C=2C=NC(=CC2)N2CC1N(C(C2)C1)CC=1C=NC(=CC1)OC tert-butyl ((2R)-3-((3-cyano-4-(6-(6-((6-methoxypyridin-3-yl)methyl)-3,6-diazabicyclo[3.1.1]heptan-3-yl)pyridin-3-yl)pyrazolo[1,5-a]pyridin-6-yl)oxy)-2-hydroxypropyl)carbamate